OC1CC(C1)CN1N=CC=C1C(=O)N(C)C 1-((3-hydroxycyclobutyl)methyl)-N,N-dimethyl-1H-pyrazole-5-carboxamide